ClC1=CC=C(C=C1)C=1N=C2N(C=CC=N2)C1CN1CC2CCC(C1)N2C(=O)NC2=C(C=CC=C2Cl)Cl 3-{[2-(4-chlorophenyl)imidazo[1,2-a]pyrimidin-3-yl]methyl}-N-(2,6-dichlorophenyl)-3,8-diazabicyclo[3.2.1]octane-8-carboxamide